FC(C(C(F)(F)F)(C1=CC(=C(N)C=C1)C)F)(F)F 4-(perfluoropropan-2-yl)-2-methylaniline